OC(CCC1=NC2=C(N1C)C=C(C(=C2)N2C[C@@H](CC2)O)NC(=O)C2=NC(=CC=C2)C2=NN(C=C2)C)(C)C (R)-N-(2-(3-hydroxy-3-methylbutyl)-5-(3-hydroxypyrrolidin-1-yl)-1-methyl-1H-benzo[d]imidazol-6-yl)-6-(1-methyl-1H-pyrazol-3-yl)pyridinecarboxamide